CS(=O)(=O)O.COC(=O)C1=C(C2=C3C=CC(=NC3=CC=C2S1)O)NC[C@@H](C)N.C(C1=CC=CC=C1)[C@H]1N(C(OC1)=O)C(CCCCC(OC)(OC)C1=C(C(=CC(=C1)Br)F)F)=O (R)-4-benzyl-3-(6-(5-bromo-2,3-difluorophenyl)-6,6-dimethoxyhexanoyl)oxazolidin-2-one Methyl-(R)-1-((2-aminopropyl)amino)-7-hydroxythieno[3,2-f]quinoline-2-carboxylate methanesulfonate